ClC=1C=2N(C=C(C1)S(=O)(=O)NC1(CC1)CF)C(=NC2)C=2OC(=NN2)C(F)F 8-chloro-3-[5-(difluoromethyl)-1,3,4-oxadiazol-2-yl]-N-[1-(fluoromethyl)cyclopropyl]imidazo[1,5-a]pyridine-6-sulfonamide